2-allyl-1-(4-chloro-6-(2-hydroxypropan-2-yl)pyridin-2-yl)-6-(methylthio)-1,2-dihydro-3H-pyrazolo[3,4-d]pyrimidin-3-one C(C=C)N1N(C2=NC(=NC=C2C1=O)SC)C1=NC(=CC(=C1)Cl)C(C)(C)O